C(C1=CC=CC=C1)N1CCN(CCN(CCC1)CC=1C(=C(C=C(C1)C)CNCP(O)(O)=O)O)CC=1C(=C(C=C(C1)C)CNCP(O)(O)=O)O {(7-benzyl-1,4,7-triazecane-1,4-diyl)bis[methylene(2-hydroxy-5-methyl-3,1-phenylene)methyleneazanediylmethylene]}bis(phosphonic acid)